BrC1=CC=C2C(=NNC2=C1)C1=CC(=C(C=C1)F)OC 6-Bromo-3-(4-fluoro-3-methoxyphenyl)-1H-indazole